7-chloro-4-fluoro-6-methoxy-2-(trichloromethyl)-1H-benzimidazole ClC1=C(C=C(C2=C1NC(=N2)C(Cl)(Cl)Cl)F)OC